C(C)N(C(=O)[C@H]1CN([C@@H]2CN3C4=C(C2=C1)C=CC=C4C(=C3)F)C)CC (7aS,10R)-N,N-diethyl-4-fluoro-8-methyl-7a,8,9,10-tetrahydro-7H-indolo[7,1-fg][1,7]naphthyridine-10-carboxamide